tert-Butyl (2R,4S)-4-(benzyloxy)-2-((3-(cyclopentyloxy)-2-(methoxycarbonyl)phenoxy)methyl)pyrrolidin-1-carboxylate C(C1=CC=CC=C1)O[C@H]1C[C@@H](N(C1)C(=O)OC(C)(C)C)COC1=C(C(=CC=C1)OC1CCCC1)C(=O)OC